tert-butyl-[[3-isobutyl-6-(5-isopropoxypyrimidin-2-yl)-2-piperidyl]methoxy]-diphenyl-silane C(C)(C)(C)[Si](C1=CC=CC=C1)(C1=CC=CC=C1)OCC1NC(CCC1CC(C)C)C1=NC=C(C=N1)OC(C)C